ClC=1N=C(C2=C(N1)N(CCC2)C[C@H](C)O)Cl (S)-1-(2,4-dichloro-6,7-dihydropyrido[2,3-d]Pyrimidin-8(5H)-yl)propan-2-ol